C(Br)(Br)(Br)Br carbon tetrabromide